ClCC(=O)N1C(CN(CC1)C(CN1C(C2=C(CC1)SC=C2)C2=C(C=CC=C2)C)=O)C 2-chloro-1-(2-methyl-4-(2-(4-(o-tolyl)-6,7-dihydrothieno[3,2-c]pyridin-5(4H)-yl)acetyl)piperazin-1-yl)ethan-1-one